C(C)(C)(C)OC(=O)N1CC2=C(C=C(C=C2CC1)C(C)=O)OCC1=CC=CC=C1 6-acetyl-8-(benzyloxy)-3,4-dihydroisoquinoline-2(1H)-carboxylic acid tert-butyl ester